Cl.CNC(=O)NCC1NCCC1 1-methyl-3-(pyrrolidin-2-ylmethyl)urea hydrochloride